C(C)N(C(=O)C=1N(N=CC1)CC=1SC(=CC1)C1=NOC(=N1)C(F)(F)F)CC N,N-diethyl-2-[[5-[5-(trifluoromethyl)-1,2,4-oxadiazol-3-yl]-2-thienyl]methyl]pyrazole-3-carboxamide